2,4-dinitrotoluene-3-sulfonate [N+](=O)([O-])C1=C(C)C=CC(=C1S(=O)(=O)[O-])[N+](=O)[O-]